[I-].[Br-].C[NH3+].C[NH3+] methyl-ammonium bromide iodide